3-Methyl-1,1,1,3,5,5,5-heptaphenyltrisiloxan C[Si](O[Si](C1=CC=CC=C1)(C1=CC=CC=C1)C1=CC=CC=C1)(O[Si](C1=CC=CC=C1)(C1=CC=CC=C1)C1=CC=CC=C1)C1=CC=CC=C1